4-((3-(cyclopropyldifluoromethyl)phenyl)carbamoyl)-2-(4-(difluoromethoxy)-3-(3,5-dimethylpyridin-4-yl)phenyl)-5-methyl-1H-imidazole 3-oxide C1(CC1)C(C=1C=C(C=CC1)NC(=O)C=1[N+](=C(NC1C)C1=CC(=C(C=C1)OC(F)F)C1=C(C=NC=C1C)C)[O-])(F)F